BrC=1C=CC2=C(C1)N1C3=C2C=CC=C3C3(C2=CC=CC=C2OC=2C=CC=CC32)C=3C=CC=CC13 2-bromospiro[indolo[3,2,1-de]acridine-8,9'-xanthene]